BrC=1C=CC2=C(N=C(S2)CC(C)(C)NC(OC(C)(C)C)=O)C1 tert-Butyl N-[2-(5-bromo-1,3-benzothiazol-2-yl)-1,1-dimethyl-ethyl]carbamate